tert-butyl ((1r,3r)-3-((2-(trifluoromethyl)pyridin-4-yl)oxy)cyclobutyl)carbamate FC(C1=NC=CC(=C1)OC1CC(C1)NC(OC(C)(C)C)=O)(F)F